NCC1=C(C=C(C#N)C=C1)F 4-(amino-methyl)-3-fluorobenzonitrile